5-bromo-7-chloro-2-(4-methoxybenzyl)phthalazin-1(2H)-one BrC1=C2C=NN(C(C2=CC(=C1)Cl)=O)CC1=CC=C(C=C1)OC